methyl-3-(benzyloxy)-4-oxo-4H-pyran-2-carboxylate COC(=O)C=1OC=CC(C1OCC1=CC=CC=C1)=O